NCC=1C=CC(NC1)=O 5-(aminomethyl)-1,2-dihydropyridin-2-one